sodium sulfate potassium carbonate C([O-])([O-])=O.[K+].S(=O)(=O)(O)O.[Na+]